FC1=CC=C(CNC(C2=NC=CC(=C2)CN2C=NC3=CC=C(C=C3C2=O)C=2C=NNC2)=O)C=C1 N-(4-fluorobenzyl)-4-((4-oxo-6-(1H-pyrazol-4-yl)quinazolin-3(4H)-yl)methyl)picolinamide